(R)-4-((5-bromo-1,3,4-thiadiazol-2-yl)amino)-3-fluoro-2-methylbutan-2-ol BrC1=NN=C(S1)NC[C@H](C(C)(O)C)F